4-bromo-3-fluorobenzotrifluoride BrC1=C(C=C(C=C1)C(F)(F)F)F